tert-butyl N-(3-methoxy-2-methyl-4-pyridyl)carbamate COC=1C(=NC=CC1NC(OC(C)(C)C)=O)C